N,N',N''-tris(2-pyridylmethyl)-1,3,5-cis,cis-triaminocyclohexane N1=C(C=CC=C1)CNC1CC(CC(C1)NCC1=NC=CC=C1)NCC1=NC=CC=C1